2-(1-(2-cyanophenyl)-1-(1-(trifluoromethyl)-1H-pyrazol-4-yl)propan-2-yl)-5-methoxy-1-methyl-6-oxo-1,6-dihydropyrimidine-4-carboxylic acid C(#N)C1=C(C=CC=C1)C(C(C)C=1N(C(C(=C(N1)C(=O)O)OC)=O)C)C=1C=NN(C1)C(F)(F)F